COC(NC\C=C\C=1C=C2C(=NC=NC2=CC1)NC1=CC(=C(C=C1)OC1=CC2=C(N(C=N2)C)C=C1)C)=O methyl-N-[(E)-3-[4-[3-methyl-4-(1-methylbenzimidazol-5-yl)oxy-anilino]quinazolin-6-yl]allyl]carbamate